F[C@@H]1C[C@@]2(CCCN2C1)COC=1N=C(C2=C(N1)CN(CC2)C2=C1C=NN(C1=CC1=C2C=CC=C1)C1OCCCC1)O 2-(((2R,7aS)-2-fluorohexahydro-1H-pyrrolizin-7a-yl)methoxy)-7-(1-(tetrahydro-2H-pyran-2-yl)-1H-benzo[f]indazol-4-yl)-5,6,7,8-tetrahydropyrido[3,4-d]pyrimidin-4-ol